5-(4-(morpholin-2-ylmethoxy)phenyl)-2-oxo-6-(trifluoromethyl)-1,2-dihydropyridine-3-carboxamide N1CC(OCC1)COC1=CC=C(C=C1)C=1C=C(C(NC1C(F)(F)F)=O)C(=O)N